(S)-3-fluoro-4-(((6-(3-methylpiperazin-1-yl)pyrazin-2-yl)oxy)methyl)benzonitrile trifluoroacetate salt FC(C(=O)O)(F)F.FC=1C=C(C#N)C=CC1COC1=NC(=CN=C1)N1C[C@@H](NCC1)C